N-(2-(4-methylpiperazin-1-yl)phenyl)-4-((trifluoromethyl)sulfonyl)benzenesulfonamide CN1CCN(CC1)C1=C(C=CC=C1)NS(=O)(=O)C1=CC=C(C=C1)S(=O)(=O)C(F)(F)F